C(C(=C)C)(=O)OCCC1=CC(=C(C=C1)OC(=O)OCC)N1N=C2C(=N1)C=CC=C2 3-(2H-benzo[d][1,2,3]triazol-2-yl)-4-((ethoxycarbonyl)oxy)phenethyl methacrylate